C(C1=CC=CC=C1)OC1=C2NC=NC2=NC=N1 6-Benzyloxypurin